5-[3-(hydroxymethyl)pyrrolidin-1-yl]-4-(trifluoromethyl)-2-[[2-(trimethylsilyl)ethoxy]methyl]-2,3-dihydropyridazin-3-one OCC1CN(CC1)C1=C(C(N(N=C1)COCC[Si](C)(C)C)=O)C(F)(F)F